N-[6-(2-chloro-5-fluorophenyl)-3-(2,2-difluoroethyl)-6-hydroxy-2-methyl-8-oxo-7,8-dihydro-6H-pyrrolo[4,3-g]indazol-5-yl]-6-fluoro-1,1-dioxo-1λ6-benzothiophene-3-carboxamide ClC1=C(C=C(C=C1)F)C1(NC(C2=C1C(=CC1=C(N(N=C21)C)CC(F)F)NC(=O)C2=CS(C1=C2C=CC(=C1)F)(=O)=O)=O)O